O=C1N(C(CCC1N1C(C2=CC=C(C=C2C1=O)NS(=O)(=O)C1=C(C=CC=C1)[N+](=O)[O-])=O)=O)COCC[Si](C)(C)C N-(2-(2,6-dioxo-1-((2-(trimethylsilyl)ethoxy)methyl)piperidin-3-yl)-1,3-dioxoisoindolin-5-yl)-2-nitrobenzenesulfonamide